5-amino-1-methyl-1H-benzo[d]imidazol-2(3H)-one NC1=CC2=C(N(C(N2)=O)C)C=C1